NC1=C2C(=NC=N1)N(N=C2C2=CC(=C(C=C2)N)F)C2CN(C2)C(=O)OC(C)(C)C TERT-BUTYL 3-(4-AMINO-3-(4-AMINO-3-FLUOROPHENYL)-1H-PYRAZOLO[3,4-D]PYRIMIDIN-1-YL)AZETIDINE-1-CARBOXYLATE